CC1=C(C(=O)NC2(CC2)C2=CC(=NC3=CC=CC=C23)C=2C=NN(C2)C)C=C(C=C1)N1CCN(CC1)C 2-methyl-N-(1-(2-(1-methyl-1H-pyrazol-4-yl)quinolin-4-yl)cyclopropyl)-5-(4-methylpiperazin-1-yl)benzamide